7-chloro-5-fluoro-1H-indole ClC=1C=C(C=C2C=CNC12)F